ClC1=C(C=CC(=C1)F)[C@@H]1N=C(NC(=C1C(=O)OC)CN1CC2N(CC1)S(NC2)(=O)=O)C=2SC=CN2 methyl (4R)-4-(2-chloro-4-fluoro-phenyl)-6-[(1,1-dioxo-2,3,3a,4,6,7-hexahydro-[1,2,5]thiadiazolo[2,3-a]pyrazin-5-yl)methyl]-2-thiazol-2-yl-1,4-dihydropyrimidine-5-carboxylate